tert-Butyl 4-chloro-2-((8-(cyano(pyridin-4-yl)methyl)-3,7-dimethyl-2,6-dioxo-2,3,6,7-tetrahydro-1H-purin-1-yl)methyl)-1H-indole-1-carboxylate ClC1=C2C=C(N(C2=CC=C1)C(=O)OC(C)(C)C)CN1C(N(C=2N=C(N(C2C1=O)C)C(C1=CC=NC=C1)C#N)C)=O